N,N-bis(4-methoxybenzyl)pyrimidine-4,5-diamine COC1=CC=C(CN(C2=NC=NC=C2N)CC2=CC=C(C=C2)OC)C=C1